FC1=C(C(=O)NC2=NC(=CC=C2)C(=O)C2CCN(CC2)C)C(=CC=C1)F 2,6-difluoro-N-[6-[(1-methyl-4-piperidinyl)carbonyl]-2-pyridinyl]benzamide